6-(1-methyl-1H-pyrazol-4-yl)-N-(2-methyl-5-(2-(1,5,5-trimethylpyrrolidin-2-yl)acetamido)pyridin-3-yl)pyrazolo[1,5-a]pyrazine-3-carboxamide CN1N=CC(=C1)C=1N=CC=2N(C1)N=CC2C(=O)NC=2C(=NC=C(C2)NC(CC2N(C(CC2)(C)C)C)=O)C